N(=NC(C#N)(CCC)C)C(C#N)(CCC)C 2,2'-azobis(2-methylvaleronitrile)